1-(2-bromo-3-chlorophenoxy)butan-2-one BrC1=C(OCC(CC)=O)C=CC=C1Cl